CC1(CC1)NS(=O)(=O)C=1C=C2C(N(C=3N(C2=CC1)C(CN3)C#CC=O)CC=3C=NN(C3)C)=O N-(1-methylcyclopropyl)-4-[(1-methylpyrazol-4-yl)methyl]-5-oxo-1-(3-oxoprop-1-yn-1-yl)-1H,2H-imidazo[1,2-a]quinazoline-7-sulfonamide